BrC1=C(C=C(C=C1)S(=O)(=O)NC1CCC(CC1)(F)F)C 4-bromo-N-(4,4-difluorocyclohexyl)-3-methylbenzenesulfonamide